1-Benzyl-N5-cyclobutyl-N3-methyl-1H-pyrazole-3,5-dicarboxamide C(C1=CC=CC=C1)N1N=C(C=C1C(=O)NC1CCC1)C(=O)NC